C(C)(C)(C)N(C(O)=O)C[C@@H]1[C@@H](CNCC1)F.BrC1=CC2=CC=C(C=C2C=C1)OC1=CC=C(C=C1)Cl 2-Bromo-6-(4-chlorophenoxy)naphthalene tert-butyl-((cis-3-fluoropiperidin-4-yl)methyl)carbamate